(3-(1-Methyl-1H-indazol-4-yl)phenyl)methanol CN1N=CC2=C(C=CC=C12)C=1C=C(C=CC1)CO